Cl.COC[C@H]1C[C@H](NC1)C=O ((2S,4S)-4-(methoxymethyl)pyrrolidin-2-yl)methanone hydrochloride